N-(2-(4-((3-(methoxymethyl)-5-(trifluoromethoxy)benzyl)amino)butoxy)ethyl)-6-(1,2,3-thiadiazol-5-yl)-1H-indazol-4-amine COCC=1C=C(CNCCCCOCCNC=2C=3C=NNC3C=C(C2)C2=CN=NS2)C=C(C1)OC(F)(F)F